NC=1N=C(C=C2C=C(N=CC12)NC(=O)[C@H]1[C@@H](C1)C=1C=NN(C1)C)C#CC=1C=NC=CC1C (1R,2R)-N-(8-amino-6-((4-methylpyridin-3-yl)ethynyl)-2,7-naphthyridin-3-yl)-2-(1-methyl-1H-pyrazol-4-yl)cyclopropanecarboxamide